C1(CCCCC1)C=1N=CC(=NC1)CN(C(=O)[C@@H]1N(CC1)S(=O)(=O)C1=C(C(=C(C(=C1F)F)F)F)F)C1=C(C=C(C(=O)OC)C=C1)F methyl (R)-4-(N-((5-cyclohexylpyrazin-2-yl)methyl)-1-((perfluorophenyl)sulfonyl)azetidine-2-carboxamido)-3-fluorobenzoate